BrC=1C(=NN(C1)C=1C=C(C=C(C1)N1CCOCC1)NC(C=C)=O)[N+](=O)[O-] N-[3-(4-bromo-3-nitropyrazol-1-yl)-5-(morpholin-4-yl)phenyl]prop-2-enamide